C(CCCCC)OCOCCCC(C)I 4-iodopentyl hexyloxymethyl ether